(R)-1-chloro-3-(2-chloroethoxy)-2-methylpropane ClC[C@@H](COCCCl)C